FC(N1C2=NC(=NC(=C2N=C1C1=CC=NC=C1)N1CCOCC1)N1N=CC(=C1)C1=CC=CC=C1)F 4-(9-(difluoromethyl)-2-(4-phenyl-1H-pyrazol-1-yl)-8-(pyridin-4-yl)-9H-purin-6-yl)morpholine